C1(CCCCC1)[C@@H]1CN2CCCC[C@H]2CO[C@@H](C2CCCC(OCCNC3(CN1)CCC3)C2)CCC2=CC(=C(C=C2)OC)OC (2'R,5'S,12'R)-12'-cyclohexyl-2'-[2-(3,4-dimethoxyphenyl)ethyl]-3',19'-dioxa-10',13',16'-triazaspiro[cyclobutane-1,15'-tricyclo[18.3.1.05,10]tetracosane]